O1COC2=C1C=CC(=C2)C2=NNC1=NC=CC(=C12)C=1C=C(C=CC1)O 3-[3-(1,3-benzodioxol-5-yl)-1H-pyrazolo[3,4-b]pyridin-4-yl]phenol